NC1C(C(C2(COC1O2)CO)O)O 4-amino-1-(hydroxymethyl)-6,8-dioxabicyclo[3.2.1]octane-2,3-diol